2-Benzamido-1,4-naphthoquinone C(C1=CC=CC=C1)(=O)NC=1C(C2=CC=CC=C2C(C1)=O)=O